CC1=NN2C(NCCC2C2=CC=CC=C2)=C1 (-)-2-Methyl-7-phenyl-4,5,6,7-tetrahydropyrazolo[1,5-a]pyrimidine